1-[4-cyclopropyl-3-(3,3-difluoropyrrolidin-1-yl)benzoyl]-4,4-difluoro-L-prolinamide C1(CC1)C1=C(C=C(C(=O)N2[C@@H](CC(C2)(F)F)C(=O)N)C=C1)N1CC(CC1)(F)F